7-(dimethylamino)coumarin-4-acetic acid CN(C1=CC=C2C(=CC(OC2=C1)=O)CC(=O)O)C